C1(=CC=CC=C1)C(C(=O)O)N1C[C@@H](CC1)N1C[C@@H](CC1)CCC1=NC=2NCCCC2C=C1 2-phenyl-2-((3R,3'R)-3-(2-(5,6,7,8-tetrahydro-1,8-naphthyridin-2-yl)ethyl)-1,3'-bipyrrolidin-1'-yl)acetic acid